COC(C(C)C1N(C(CC1)=O)CC1=CC(=C(C=C1)F)F)=O Methyl-2-[1-[(3,4-difluorophenyl)methyl]-5-oxopyrrolidin-2-yl]propionat